[N+](=O)([O-])C1=C(C=CC=C1)CCCO 3-(2-nitrophenyl)propan-1-ol